(2S,4R)-1-((4-phenoxybutyryl)glycyl)-4-(p-tolyloxy)pyrrolidine-2-carboxylic acid O(C1=CC=CC=C1)CCCC(=O)NCC(=O)N1[C@@H](C[C@H](C1)OC1=CC=C(C=C1)C)C(=O)O